CC1=C(C=C(C=C1)NC(C1=CC(=NC=C1)C(F)(F)F)=O)C=1C=C(C(=NC1)OC(CCC#C)=O)N1CCOCC1 (5-(2-methyl-5-(2-(trifluoromethyl)isonicotinamido)phenyl)-3-morpholinopyridin-2-yl)pent-4-ynoate